2-(((4-aminopyridin-2-yl)methyl)thio)ethan-1-ol NC1=CC(=NC=C1)CSCCO